[(2R,6S)-4-{5-[(2,6-dichlorophenyl)methoxy]pyrimidin-2-yl}-6-(trifluoromethyl)morpholin-2-yl]methanol ClC1=C(C(=CC=C1)Cl)COC=1C=NC(=NC1)N1C[C@@H](O[C@@H](C1)C(F)(F)F)CO